C1(CCCCC1)CCN1C(CN(CC1)CC1=CC=2N(C=C1)N=CC2N2C(NC(CC2)=O)=O)=O 1-(5-((4-(2-cyclohexylethyl)-3-oxopiperazin-1-yl)methyl)pyrazolo[1,5-a]pyridin-3-yl)dihydropyrimidine-2,4(1H,3H)-dione